C1(=CC=C(C=C1)NNC(=O)C=1C(=NN(C1)C=1SC=CN1)C(F)(F)F)C N'-(p-tolyl)-3-(trifluoromethyl)-1-(thiazol-2-yl)-1H-pyrazole-4-carbohydrazide